((1r,4r)-4-((methylamino)methyl)cyclohexyl)methanol CNCC1CCC(CC1)CO